8-Bromo-3-(3,4,5-trifluorobenzoyl)indolizine tert-butyl-6-(2-(2,6-dioxopiperidin-3-yl)-1-oxoisoindoline-5-carbonyl)-2,6-diazaspiro[3.3]heptane-2-carboxylate C(C)(C)(C)OC(=O)N1CC2(C1)CN(C2)C(=O)C=2C=C1CN(C(C1=CC2)=O)C2C(NC(CC2)=O)=O.BrC2=CC=CN1C(=CC=C21)C(C2=CC(=C(C(=C2)F)F)F)=O